C(C1=CC=CC=C1)C1S(CCC1)(=O)=O 2-benzylthiolane 1,1-dioxide